COC=1C=C2CCN(CC2=CC1NC1=NC=2C=C(C=C(C2C=N1)N)C1=C(C2=C(OCCN2)N=C1)C)C N~2~-(6-methoxy-2-methyl-1,2,3,4-tetrahydroisoquinolin-7-yl)-7-(8-methyl-2,3-dihydro-1H-pyrido[2,3-b][1,4]oxazin-7-yl)quinazoline-2,5-diamine